N-(6-Chloropyridazin-3-yl)acrylamide Methyl-6-oxopiperidine-3-carboxylate COC(=O)C1CNC(CC1)=O.ClC1=CC=C(N=N1)NC(C=C)=O